COCOC1=C(C(=CC(=C1)CCCCC)OCOC)C1=C(C=CC(=C1)C)C(=C)C 2,6-bis(methoxymethoxy)-5'-methyl-4-pentyl-2'-(prop-1-en-2-yl)-1,1'-biphenyl